C(C)N(CC[NH+](CC)[O-])CC N,N,N'-triethylethylenediamine oxide